ClC=1C=NC(=C(C(=O)NC2CCC(CC2)CN2C(N(C3=NC=CC=C32)CCOC3=CC=CC=C3)=O)C1)C(F)F 5-chloro-2-(difluoromethyl)-N-((1r,4r)-4-((2-oxo-3-(2-phenoxyethyl)-2,3-dihydro-1H-imidazo[4,5-b]pyridin-1-yl)methyl)cyclohexyl)nicotinamide